(S)-5-chloro-N2-(2-methoxy-4-(methylsulfonyl)phenyl)-N4-(tetrahydrofuran-3-yl)-7H-pyrrolo[2,3-d]pyrimidine-2,4-diamine ClC1=CNC=2N=C(N=C(C21)N[C@@H]2COCC2)NC2=C(C=C(C=C2)S(=O)(=O)C)OC